COC=1C=C(C=C(C1)OC)C=1CCC(N(C1C1=C(C=C(C=C1F)F)F)C)=O 5-(3,5-dimethoxyphenyl)-1-methyl-6-(2,4,6-trifluorophenyl)-3,4-dihydropyridine-2(1H)-one